FC(OCC(C1=CC=C(C=C1)F)N1C[C@@H](N(C[C@H]1C)C1=CC(N(C=2C=CC(=NC12)C#N)C)=O)C)F 8-((2S,5R)-4-(2-(Difluoromethoxy)-1-(4-fluorophenyl)ethyl)-2,5-dimethylpiperazin-1-yl)-5-methyl-6-oxo-5,6-dihydro-1,5-naphthyridin-2-carbonitril